5-(2-oxo-2-(3-(trifluoromethyl)-8,9-dihydropyrido[3',2':4,5]pyrrolo[1,2-a]pyrazin-7(6H)-yl)ethyl)tetrahydrofuran O=C(CC1CCCO1)N1CC=2N(CC1)C1=C(C2)C=C(C=N1)C(F)(F)F